COP(=S)(OC)OC1=CC=C(C=C1)SC2=CC=C(C=C2)OP(=S)(OC)OC The molecule is an organic sulfide that is diphenyl sulfide in which the hydrogen at the para position of each of the phenyl groups has been replaced by a (dimethoxyphosphorothioyl)oxy group. It has a role as an EC 3.1.1.7 (acetylcholinesterase) inhibitor, an acaricide, an agrochemical and an ectoparasiticide. It is an organic thiophosphate, an organothiophosphate insecticide and an organic sulfide. It derives from a 4,4'-thiodiphenol.